C12C[N]CC2C1 3λ2-azabicyclo[3.1.0]hexane